O=C1NC(CCC1N1C(C2=CC=CC(=C2C1=O)OCCCCCCCNC12CC3CC2CC(C1)C3)=O)=O 2-(2,6-dioxopiperidin-3-yl)-4-((7-((hexahydro-2,5-methanopentalen-3a(1H)-yl)amino)heptyl)oxy)isoindoline-1,3-dione